N-(2-Hydroxy-2-methylpropyl)-3-oxo-2-(pyridin-3-yl)-6-[4-(trifluoromethoxy)phenyl]-2,3-dihydropyridazine-4-carboxamide OC(CNC(=O)C=1C(N(N=C(C1)C1=CC=C(C=C1)OC(F)(F)F)C=1C=NC=CC1)=O)(C)C